3-(8-chloro-1-methyl-4,5-dihydropyrazolo[3,4-b][1]benzazepin-10(1H)-yl)propan-1-amine ClC1=CC2=C(CCC3=C(N2CCCN)N(N=C3)C)C=C1